2-(((tert-butoxycarbonyl)(cyclobutylmethyl)amino)methyl)-6-((4-(5-iodopyridin-3-yl)-1H-1,2,3-Triazol-1-yl)methyl)-1H-indole-1-carboxylic acid tert-butyl ester C(C)(C)(C)OC(=O)N1C(=CC2=CC=C(C=C12)CN1N=NC(=C1)C=1C=NC=C(C1)I)CN(CC1CCC1)C(=O)OC(C)(C)C